tert-Butyl (4S)-4-{[(1S,2R)-3,3-difluoro-2-(4-nitrobenzenesulfonamido)cyclohexyl]oxy}azepane-1-carboxylate FC1([C@@H]([C@H](CCC1)O[C@@H]1CCN(CCC1)C(=O)OC(C)(C)C)NS(=O)(=O)C1=CC=C(C=C1)[N+](=O)[O-])F